Ethyl 2-(N,N-bis(4-methoxybenzyl)sulfamoyl)propionate COC1=CC=C(CN(S(=O)(=O)C(C(=O)OCC)C)CC2=CC=C(C=C2)OC)C=C1